ethyl 2-amino-1-(4-bromophenyl ethyl)-7-methoxy-1H-benzo[d]imidazole-5-carboxylate NC1=NC2=C(N1CCC1=CC=C(C=C1)Br)C(=CC(=C2)C(=O)OCC)OC